copper indium gallium selenide silver [Ag].[Ga]=[Se].[In].[Cu]